2-amino-3-(3-(2-(4-aminophenyl)-1-cyanovinyl)-2-cyanophenyl)propanoic acid NC(C(=O)O)CC1=C(C(=CC=C1)C(=CC1=CC=C(C=C1)N)C#N)C#N